C(CC)C1=CC=C(C=C1)C1=CC=CC=C1 4-propylbiphenyl